4-[3-(3,5-dichloro-4-fluoro-phenyl)-4,4,4-trifluoro-but-2-enoyl]-2-methyl-benzoic acid ClC=1C=C(C=C(C1F)Cl)C(=CC(=O)C1=CC(=C(C(=O)O)C=C1)C)C(F)(F)F